C1(CCCC1)CC1=CC=C(C=C1)C=1NC=2N(C(C1)=O)N=C(C2C(=O)N2[C@H]([C@H](C2)CF)C)C2=NC=CN=C2 5-(4-(cyclopentylmethyl)phenyl)-3-((2S,3S)-3-(fluoromethyl)-2-methylazetidine-1-carbonyl)-2-(pyrazin-2-yl)pyrazolo[1,5-a]pyrimidin-7(4H)-one